7-amino-2-methyl-oxazolo[5,4-g]quinoline-6-carboxylic acid ethyl ester C(C)OC(=O)C1=NC=2C=C3C(=CC2C=C1N)OC(=N3)C